2-(2-isopropylphenyl)-9-(4-(3-(methoxymethyl)piperidine-1-carbonyl)benzyl)-7,9-dihydro-8H-purin-8-one C(C)(C)C1=C(C=CC=C1)C1=NC=C2NC(N(C2=N1)CC1=CC=C(C=C1)C(=O)N1CC(CCC1)COC)=O